2-((4-(3-((4-chloro-2-fluorophenoxy)methyl)phenoxy)piperidine-1-yl)methyl)-1-((1-ethyl-1H-imidazol-5-yl)methyl)-1H-benzo[d]imidazole-6-carboxylic acid formate C(=O)O.ClC1=CC(=C(OCC=2C=C(OC3CCN(CC3)CC3=NC4=C(N3CC3=CN=CN3CC)C=C(C=C4)C(=O)O)C=CC2)C=C1)F